FC1=C(N)C(=CC(=C1OC)F)[N+](=O)[O-] 2,4-difluoro-3-methoxy-6-nitroaniline